FC=1C(=C(C=CC1)O)C=1C(=CC2=C(N=C(N=C2N2[C@@H](CNCC2)C)N2CCN(CC2)C)N1)F 3-fluoro-2-(6-fluoro-4-((R)-2-methylpiperazin-1-yl)-2-(4-methylpiperazin-1-yl)pyrido[2,3-d]pyrimidin-7-yl)phenol